3-((S)-2-hydroxy-3-((R)-8-(1-methyl-2,3-dihydro-1H-pyrido[2,3-b][1,4]oxazin-7-ylsulfonyl)-1-oxa-8-azaspiro[4.5]decan-3-ylamino)propoxy)-N-((S)-2-hydroxypropyl)benzenesulfonamide O[C@H](COC=1C=C(C=CC1)S(=O)(=O)NC[C@H](C)O)CN[C@H]1COC2(C1)CCN(CC2)S(=O)(=O)C2=CC1=C(OCCN1C)N=C2